CN(C1=NC(=NC(=C1)N1CC2(CCC1)CCCCC2)C(F)(F)F)C[C@@H]2CN(CCO2)S(=O)(=O)C (R)-N-methyl-N-((4-(methylsulfonyl)morpholin-2-yl)methyl)-6-(2-azaspiro[5.5]undecan-2-yl)-2-(trifluoromethyl)pyrimidin-4-amine